C(CCC\C=C/C\C=C/C\C=C/C\C=C/CCCCC)(=O)[O-].[Ca+2].C(CCC\C=C/C\C=C/C\C=C/C\C=C/CCCCC)(=O)[O-] calcium arachidonoate